((S)-2,2-Difluorocyclopropyl)(3-(2-(1-methyl-1H-pyrazol-4-yl)-3H-imidazo[4,5-b]pyridin-7-yl)-3,8-diazabicyclo[3.2.1]oct-8-yl)methanone FC1([C@@H](C1)C(=O)N1C2CN(CC1CC2)C2=C1C(=NC=C2)NC(=N1)C=1C=NN(C1)C)F